benzyl (S)-2-(cyanomethyl)-4-(2-(((2S,4R)-4-(2-(2-hydroxyethoxy)ethoxy)-1-methylpyrrolidin-2-yl)methoxy)-5,6,7,8-tetrahydropyrido[3,4-d]pyrimidin-4-yl)piperazine-1-carboxylate C(#N)C[C@@H]1N(CCN(C1)C=1C2=C(N=C(N1)OC[C@H]1N(C[C@@H](C1)OCCOCCO)C)CNCC2)C(=O)OCC2=CC=CC=C2